C(C)(C)(C)OC(=O)NC1=NN=C(S1)CC(=O)O[C@H]1[C@H](N(C[C@@H]1OC(=O)OC(C)(C)C)C(=O)OC(C)(C)C)CC1=CC=C(C=C1)OC tert-butyl (2R,3S,4S)-3-[(2-{5-[(tert-butoxycarbonyl)amino]-1,3,4-thiadiazol-2-yl}acetyl)oxy]-4-[(tert-butoxycarbonyl)oxy]-2-[(4-methoxyphenyl)methyl]pyrrolidine-1-carboxylate